2-{[5-methyl-2-(propan-2-yl)cyclohexyl]oxy}ethanol CC1CCC(C(C1)OCCO)C(C)C